Ethyl (E)-3-(quinolin-6-yl)acrylate N1=CC=CC2=CC(=CC=C12)/C=C/C(=O)OCC